4-methyl-5-(quinolin-5-yl)-N-(2-(trifluoromethyl)pyridin-4-yl)thiophene-3-carboxamide CC=1C(=CSC1C1=C2C=CC=NC2=CC=C1)C(=O)NC1=CC(=NC=C1)C(F)(F)F